FC(CN1N=C(C=C1)S(=O)(=O)N1N=C2C(=C1)CN(C2)C([C@@H](CO)C2=NC=CC=C2F)=O)F (R)-1-(2-((1-(2,2-difluoroethyl)-1H-pyrazol-3-yl)sulfonyl)-2,6-dihydropyrrolo[3,4-c]pyrazol-5(4H)-yl)-2-(3-fluoropyridin-2-yl)-3-hydroxypropan-1-one